CN1CCN(CC1)C1=CC=C(C=C1)NC1=NC2=C(C=CC=C2C=N1)C1=NC=CC(=C1)NS(=O)(=O)C=C N-(2-(2-((4-(4-methylpiperazin-1-yl)phenyl)amino)quinazolin-8-yl)pyridin-4-yl)ethenesulfonamide